C(CCCCCCC\C=C/CCCCCCCC)CC(CC(=O)[O-])=O.C(CCCCCCC\C=C/CCCCCCCC)CC(CC(=O)[O-])=O.C(CC(=O)C)(=O)[O-].[Al+3] aluminum monoacetoacetate bis(oleylacetoacetate)